6-(4-cyano-(2-chloro-5-fluorophenyl)piperidin-1-yl)nicotinohydrazide Methyl-6-(4-(2-chloro-5-fluorophenoxy)piperidin-1-yl)nicotinate COC(C1=CN=C(C=C1)N1CCC(CC1)OC1=C(C=CC(=C1)F)Cl)=O.C(#N)C1CC(N(CC1)C1=NC=C(C(=O)NN)C=C1)C1=C(C=CC(=C1)F)Cl